2-(3-(benzo[d]oxazol-2-yl(methyl)amino)prop-1-yn-1-yl)pyrimidin O1C(=NC2=C1C=CC=C2)N(CC#CC2=NC=CC=N2)C